[Li].C(NC(=O)C=1C=NNC1)([2H])([2H])[2H] N-methyl-d3-1H-pyrazole-4-carboxamide lithium